(S)-Methyl 5-(2-(4-(4-(3-bromophenyl)-3-hydroxybutyl)-2-oxo-1,3,4-thiadiazinan-3-yl)ethyl)thiophene-2-carboxylate BrC=1C=C(C=CC1)C[C@@H](CCN1N(C(SCC1)=O)CCC1=CC=C(S1)C(=O)OC)O